2-succinylarginine C(CCC(=O)O)(=O)[C@](N)(CCCNC(N)=N)C(=O)O